β-tert-butyl-L-alanine C(C)(C)(C)C[C@H](N)C(=O)O